(3-chloro-4-fluorophenyl)(5-iodo-4-(methylthio)-1-((2-(trimethylsilyl)eth-oxy)methyl)-1H-imidazol-2-yl)methyl diisopropylcarbamate C(C)(C)N(C(OC(C=1N(C(=C(N1)SC)I)COCC[Si](C)(C)C)C1=CC(=C(C=C1)F)Cl)=O)C(C)C